[Ho].[Eu].ClC1=NC=CC=C1CCl 2-chloro-3-(chloromethyl)pyridine europium-holmium